Methyl 4-((4-(3-((2-((1S)-1-((tetrahydro-2H-pyran-2-yl)oxy)ethyl)-1H-imidazol-1-yl)methyl)isoxazol-5-yl)phenyl)ethynyl)benzoate O1C(CCCC1)O[C@@H](C)C=1N(C=CN1)CC1=NOC(=C1)C1=CC=C(C=C1)C#CC1=CC=C(C(=O)OC)C=C1